The molecule is an alpha-Neu5Ac-(2->8)-alpha-Neu5Ac-(2->3)-beta-Gal-(1->4)-beta-Glc-(1<->1')-Cer in which the ceramide N-acyl group is specified as octadecanoyl. It is a conjugate acid of an alpha-Neu5Ac-(2->8)-alpha-Neu5Ac-(2->3)-beta-Gal-(1->4)-beta-Glc-(1<->1')-Cer(d18:1/18:0)(2-). CCCCCCCCCCCCCCCCCC(=O)N[C@@H](CO[C@H]1[C@@H]([C@H]([C@@H]([C@H](O1)CO)O[C@H]2[C@@H]([C@H]([C@H]([C@H](O2)CO)O)O[C@@]3(C[C@@H]([C@H]([C@@H](O3)[C@@H]([C@@H](CO)O[C@@]4(C[C@@H]([C@H]([C@@H](O4)[C@@H]([C@@H](CO)O)O)NC(=O)C)O)C(=O)O)O)NC(=O)C)O)C(=O)O)O)O)O)[C@@H](/C=C/CCCCCCCCCCCCC)O